NC1=C(C=2C(=NC=C(C2S1)F)C=1C2=C(C=3C(=NC(=NC3C1F)N1C[C@H](CC1)N(C)C)NCC=1N=NC=CC1)COC2)C#N 2-Amino-4-(3-((S)-3-(dimethylamino)pyrrolidin-1-yl)-5-fluoro-1-((pyridazin-3-ylmethyl)amino)-7,9-dihydrofuro[3,4-f]quinazolin-6-yl)-7-fluorothieno[3,2-c]pyridine-3-carbonitrile